BrC1=C(N=C(O1)CCCC1=CC=CC=C1)C#N 5-Bromo-2-(3-phenylpropyl)oxazole-4-carbonitrile